1-(4-((3-(dimethylamino)propyl)amino)-6-methylpyrimidin-2-yl)-3-(quinolin-2-yl)urea CN(CCCNC1=NC(=NC(=C1)C)NC(=O)NC1=NC2=CC=CC=C2C=C1)C